NC1=CC=C(C=C1)CCC(=O)OCC#N Cyanomethyl 3-(4-aminophenyl)propanoate